glutaryl carbonate C1(OC(CCCC(=O)O1)=O)=O